NC1=NN(C=C1C=1C=C2CCNC(C2=CC1)=O)C=1C=C(C=CC1)NC(=O)C1=CCCC1 N-(3-(3-amino-4-(1-oxo-1,2,3,4-tetrahydroisoquinolin-6-yl)-1H-pyrazol-1-yl)phenyl)cyclopent-1-ene-1-carboxamide